1-((1-((2-hydroxyethyl)thio)-3-mercaptopropan-2-yl)thio)ethyl-isothiourea OCCSCC(CS)SC(C)NC(S)=N